tert-butyl 6-(3-bromobenzyl)-5-oxo-1,4,5,6-tetrahydropyrido[3,4-c][1,8]naphthyridine-3(2H)-carboxylate BrC=1C=C(CN2C(C3=C(C=4C=CC=NC24)CCN(C3)C(=O)OC(C)(C)C)=O)C=CC1